NC=1C=C(C=CC1C(=O)O)C1=CC=CC=C1 3-amino-1,1'-biphenyl-4-carboxylic acid